3-(5-[3-[2-(2-hydroxyethoxy)eth-oxy]propyl]-3-methyl-2-oxo-2,3-dihydro-1H-1,3-benzodiazol-1-yl)piperidine-2,6-dione OCCOCCOCCCC1=CC2=C(N(C(N2C)=O)C2C(NC(CC2)=O)=O)C=C1